(3S)-1,1-dimethylol-tetrahydro-beta-carboline C(O)C1(NCCC2C3=CC=CC=C3N=C12)CO